O1CC[C@H](C2=CC=CC=C12)NC(=O)[C@@H]1CC[C@H]2N1C([C@H](CN(CC2)C(NCCF)=O)NC([C@H](C)N(C(OC(C)(C)C)=O)C)=O)=O tert-butyl ((S)-1-(((5S,8S,10aR)-8-(((R)-chroman-4-yl)carbamoyl)-3-((2-fluoroethyl)carbamoyl)-6-oxodecahydropyrrolo[1,2-a][1,5]diazocin-5-yl)amino)-1-oxopropan-2-yl)(methyl)carbamate